The molecule is a dipeptide amide obtained by formal condensation of the carboxy group of N-benzoyl-L-valylglycine with the amino group of 4-methoxy-2-naphthylamine. It has a role as a chromogenic compound. It is a member of naphthalenes, a dipeptide, an aromatic ether and a member of benzamides. CC(C)[C@@H](C(=O)NCC(=O)NC1=CC2=CC=CC=C2C(=C1)OC)NC(=O)C3=CC=CC=C3